CN(C1=CC=C(CCNC(CCC(=O)N2CCC(CC2)OC2=NC=CC(=C2)C2=CC=C(C=C2)N(C)C)=O)C=C1)C N-(4-(dimethylamino)phenethyl)-4-(4-((4-(4-(dimethylamino)phenyl)pyridin-2-yl)oxy)piperidin-1-yl)-4-oxobutanamide